[C-]1(C=CC=C1)C(=O)OCCCN=[N+]=[N-].[CH-]1C=CC=C1.[Fe+2] 3-azidopropyl ferrocenecarboxylate